FN=S(F)F.FN=S(F)F.[Li] lithium bis(trifluoro-sulfimide)